methyl 2-bromo-4-[2-[(2S)-2-(2-isopropylphenyl)pyrrolidin-1-yl]-7-azaspiro[3.5]nonan-7-yl]benzoate BrC1=C(C(=O)OC)C=CC(=C1)N1CCC2(CC(C2)N2[C@@H](CCC2)C2=C(C=CC=C2)C(C)C)CC1